N1(CCCCC1)C(=O)C1=CC=C(COC2=C(C=CC=C2)B(O)O)C=C1 (2-((4-(piperidine-1-carbonyl)benzyl)oxy)phenyl)boronic acid